1-benzyl 2-methyl (2S,3R)-6-bromo-3-hydroxyindoline-1,2-dicarboxylate BrC1=CC=C2[C@H]([C@H](N(C2=C1)C(=O)OCC1=CC=CC=C1)C(=O)OC)O